O1CCC(=CC1)C1=CN(C=2N=CN=C(C21)NC2CCC(CC2)N2CCN(CC2)C(=O)OC(C)(C)C)COCC[Si](C)(C)C 1-Tert-butyl 4-[4-[[5-(3,6-dihydro-2H-pyran-4-yl)-7-(2-trimethylsilylethoxymethyl)pyrrolo[2,3-d]pyrimidin-4-yl]amino]cyclohexyl]piperazine-1-carboxylate